4-Chloro-2,6-diisopropylaniline ClC1=CC(=C(N)C(=C1)C(C)C)C(C)C